CC1=CC=C(C=C1)S(=O)(=O)ON1C(C=2C(C1=O)=CC=CC2)=O N-p-toluenesulfonyloxyphthalimide